6-((5-Azaspiro[2.4]heptan-5-yl)methyl)-2-(2'-(4-methyl-4H-1,2,4-triazol-3-yl)-[1,1'-biphenyl]-3-yl)-4-(trifluoromethyl)isoindolin-1-one C1CC12CN(CC2)CC2=CC(=C1CN(C(C1=C2)=O)C=2C=C(C=CC2)C2=C(C=CC=C2)C2=NN=CN2C)C(F)(F)F